FC(C(C(C(S(=O)(=O)[O-])(F)F)(F)F)(F)F)(F)F.C(C)(C)(C)C1=CC=C(C=C1)[I+]C1=CC=C(C=C1)C(OC)(OC)C1=C(C=C(C=C1)OC)OC (4-tert-butylphenyl){4-[(2,4-dimethoxyphenyl)dimethoxymethyl]phenyl}iodonium nonafluorobutanesulfonate